tert-Butyl (1R,4R,5S)-5-(7-bromo-8-(2-cyanoethyl)-6-fluoro-2-methyl-4-(methylsulfonyl)-1H-pyrrolo[3,2-c]quinolin-1-yl)-2-azabicyclo[2.1.1]hexane-2-carboxylate BrC=1C(=CC=2C3=C(C(=NC2C1F)S(=O)(=O)C)C=C(N3[C@H]3[C@H]1CN([C@@H]3C1)C(=O)OC(C)(C)C)C)CCC#N